1-(4-(3-Chlorobenzyl)-3,4-dihydroquinoxalin-1(2H)-yl)-2-(4-methylpiperazin-1-yl)ethan-1-one ClC=1C=C(CN2CCN(C3=CC=CC=C23)C(CN2CCN(CC2)C)=O)C=CC1